Cl.C1(CCC1)C1=C(C2=C(C=N1)N=C(N2)C2=CC(=CN2)C(=O)C2=C(C=CC=C2)C(F)(F)F)F (5-(6-cyclobutyl-7-fluoro-1H-imidazo[4,5-c]pyridin-2-yl)-1H-pyrrol-3-yl)(2-(trifluoromethyl)phenyl)methanone hydrochloride